C(N)(=O)C1CC(=NO1)C(=O)O 5-Carbamoyl-4,5-dihydroisoxazole-3-carboxylic acid